[GeH4+][GeH2][GeH3] tri-germanium